ClC=1C=C(C=C(C1F)Cl)C1(CC(=NO1)C1=CC(=C(C(=O)NC2CSCC2)C=C1)C)C(F)(F)F 4-(5-(3,5-dichloro-4-fluorophenyl)-5-(trifluoromethyl)-4,5-dihydroisoxazol-3-yl)-2-methyl-N-(tetrahydrothiophen-3-yl)benzamide